ClC12CC(C1)(C2)NC(=O)C=2C=CC(=NC2C)C=2N=NN(C2NC(O[C@H](C)C=2C(=NC=CC2)Cl)=O)C (R)-1-(2-chloropyridin-3-yl)ethyl (4-(5-((3-chlorobicyclo[1.1.1]pentan-1-yl)carbamoyl)-6-methylpyridin-2-yl)-1-methyl-1H-1,2,3-triazol-5-yl)carbamate